1-(2-chloro-8-methoxyquinolin-5-yl)-2-(3,5-dichloropyridin-4-yl)ethan-1-one ClC1=NC2=C(C=CC(=C2C=C1)C(CC1=C(C=NC=C1Cl)Cl)=O)OC